bis-(phenylacetyl) disulfide C1(=CC=CC=C1)CC(=O)SSC(CC1=CC=CC=C1)=O